F[C@H]1[C@@]2(CC[C@](CC1=O)(N2C(=O)OC(C)(C)C)C)C |r| (±)-tert-butyl (1S,2S,5R)-2-fluoro-1,5-dimethyl-3-oxo-8-azabicyclo[3.2.1]octane-8-carboxylate